NC1=NC=CC=C1C1=NC=2C(=NC(=CC2)C2=CC=CC=C2)N1C1=CC=C(CN2C[C@@H]3[C@@H](C2)CN(C3)C(=O)C3=CC(=C(C=O)C=C3)O)C=C1 4-((3aS,6aS)-5-(4-(2-(2-aminopyridin-3-yl)-5-phenyl-3H-imidazo[4,5-b]pyridin-3-yl)benzyl)octahydropyrrolo[3,4-c]pyrrole-2-carbonyl)-2-hydroxybenzaldehyde